3-methoxycarbonylthiotetrahydrothiophene-1,1-dioxide COC(=O)SC1CS(CC1)(=O)=O